FC(CCCCC)(F)OC1=NSN=C1C=1C(N(C(CC1)(F)F)C(F)(F)F)(F)F 3-((1,1-difluorohexyl)oxy)-4-(2,2,6,6-tetrafluoro-1-(trifluoromethyl)-1,2,5,6-tetrahydropyridin-3-yl)-1,2,5-thiadiazole